2-[(2's,4r)-6-cyclopropyl-2',5-difluoro-1-oxo-spiro[3H-isoquinoline-4,1'-cyclopropane]-2-yl]acetic acid C1(CC1)C=1C(=C2C(=CC1)C(N(C[C@]21[C@H](C1)F)CC(=O)O)=O)F